FC(S(=O)(=O)NC1=C(C=C(C=C1)B1OC(C(O1)(C)C)(C)C)OC(COC)C1=CC=C(C=C1)F)F 1,1-difluoro-N-(2-(1-(4-fluorophenyl)-2-methoxyethoxy)-4-(4,4,5,5-tetramethyl-1,3,2-dioxaborolan-2-yl)phenyl)methanesulfonamide